(S)-N-(3-cyanobenzyl)-1-(5-methyl-2-((tetrahydrofuran-3-yl)amino)-pyrimidin-4-yl)-1H-imidazole-4-carboxamide C(#N)C=1C=C(CNC(=O)C=2N=CN(C2)C2=NC(=NC=C2C)N[C@@H]2COCC2)C=CC1